6-[5-(1-amino-2,2,2-trifluoro-ethyl)-2-pyridyl]-7-fluoro-2-[(4S)-4-[[6-oxo-5-(trifluoromethyl)-1H-pyridazin-4-yl]amino]pentyl]isoquinolin-1-one NC(C(F)(F)F)C=1C=CC(=NC1)C=1C=C2C=CN(C(C2=CC1F)=O)CCC[C@H](C)NC=1C=NNC(C1C(F)(F)F)=O